1H-benzimidazol-2-ylmethanamine N1C(=NC2=C1C=CC=C2)CN